6-chloro-1-(4-fluoro-2-methylphenyl)-3-(2-methoxy-4-methylpyrimidin-5-yl)-4-oxo-1,2,3,4-tetra-hydroquinazoline-7-carbonitrile ClC=1C=C2C(N(CN(C2=CC1C#N)C1=C(C=C(C=C1)F)C)C=1C(=NC(=NC1)OC)C)=O